1,3-bis(2-vinyloxyethoxy)benzene methyl-6-chloro-5-(difluoromethyl)-3-[4-[(4-methylpiperazin-1-yl)methyl]anilino]pyrazine-2-carboxylate COC(=O)C1=NC(=C(N=C1NC1=CC=C(C=C1)CN1CCN(CC1)C)C(F)F)Cl.C(=C)OCCOC1=CC(=CC=C1)OCCOC=C